C[Si](OC1C(C(C(C(C1(C(=C([SiH3])[SiH3])[SiH3])O[Si](C)(C)C)([SiH3])O[Si](C)(C)C)(O[Si](C)(C)C)O[Si](C)(C)C)(O[Si](C)(C)C)O[Si](C)(C)C)(O[Si](C)(C)C)O[Si](C)(C)C)(C)C nonakis(trimethylsiloxy)tetrasilylstyrene